CC1=CC=C(C=C)C=C1 4-Methylstyrol